CC1(CCC(CC1)C1=CC=C(C=C1)B(O)O)C (4-(4,4-dimethylcyclohexyl)phenyl)boronic acid